ClC1=NC=CC2=C3C(=C(C=C12)[N+](=O)[O-])C(N(C3=O)CC3=CC=C(C=C3)OC)C3=C(C=CC(=C3)F)Cl 6-Chloro-3-(2-chloro-5-fluorophenyl)-2-(4-methoxybenzyl)-4-nitro-2,3-dihydro-1H-pyrrolo[3,4-f]isoquinolin-1-one